BrC1=CC=C(C=C1)C1=NC2=C(N1C)C=CC=C2 2-(4-bromophenyl)-1-methyl-1H-benzo[d]imidazole